FC1([C@@H]([C@H]1C1CC1)C(=O)NC=1C=CC(=NC1)C=1N=NN(C1NC(O[C@H](C)C=1C(=NC=C(C1)F)F)=O)C)F |&1:2,3| (R)-1-(2,5-difluoropyridin-3-yl)ethyl (4-(5-((1RS,2SR)-3,3-difluoro-[1,1'-bi(cyclopropane)]-2-carboxamido)pyridin-2-yl)-1-methyl-1H-1,2,3-triazol-5-yl)carbamate